ClC=1C(=CC=C2C=CC(=NC12)NC1CCC(CC1)CNC1=NC=C(C=N1)[C@H](C(=O)NC1COC1)O)C (R)-2-(2-((((1R,4R)-4-((8-chloro-7-methylquinolin-2-yl)amino)cyclohexyl)methyl)amino)pyrimidin-5-yl)-2-hydroxy-N-(oxetan-3-yl)acetamide